2,4-dichloro-5-methylpyrimidin ClC1=NC=C(C(=N1)Cl)C